C(C=C)Cl.[Pd] Palladium allyl chloride